C(=O)O.FC(C1=C2CN(C(C2=CC(=C1)CN1[C@H](CN(CC1)C)C(C)C)=O)C1=CC(=CC=C1)C1(CC2(COC2)C1)C1=NN=CN1C)F (S)-4-(difluoromethyl)-6-((2-isopropyl-4-methylpiperazin-1-yl)methyl)-2-(3-(6-(4-methyl-4H-1,2,4-triazol-3-yl)-2-oxaspiro[3.3]heptan-6-yl)phenyl)isoindolin-1-one formate salt